(S)-4'-(1-aminoethyl)-[1,1'-biphenyl]-4-ol N[C@@H](C)C1=CC=C(C=C1)C1=CC=C(C=C1)O